BrC=1C=C(C(=O)OC)C(=CN1)Cl Methyl 2-bromo-5-chloroisonicotinate